6-(3,3-difluoroazetidin-1-yl)pyridin-3-amine FC1(CN(C1)C1=CC=C(C=N1)N)F